BrCCN1N=NC2=C(C1=O)C=CC=C2 3-(2-bromoethyl)-benzo[d][1,2,3]triazin-4(3H)-one